ClC1=C2C(=NN(C2=CC=C1)S(=O)(=O)C1=CC=C(C=C1)C)N1CC(CC1(C)C)=O 1-[4-chloro-1-(p-tolyl-sulfonyl)indazol-3-yl]-5,5-dimethyl-pyrrolidin-3-one